2-(((1S,6R,7R)-7-(2-fluorophenyl)-3-azabicyclo[4.1.0]heptan-7-yl)methyl)isoindoline-1,3-dione hydrochloride Cl.FC1=C(C=CC=C1)[C@]1([C@@H]2CCNC[C@H]12)CN1C(C2=CC=CC=C2C1=O)=O